Tert-butyl-((7R)-2-(2-(6-bromo-1-(cyclopropylmethyl)-1H-indol-2-yl)-3-methylpyrazolo[1,5-a]pyridine-6-carbonyl)-2-azabicyclo[2.2.1]hept-7-yl) carbamate C(N)(O[C@H]1C2(N(CC1CC2)C(=O)C=2C=CC=1N(C2)N=C(C1C)C=1N(C2=CC(=CC=C2C1)Br)CC1CC1)C(C)(C)C)=O